di-N-propyl-1,3-propanediamine C(CC)NCCCNCCC